N1=C(C=CC=C1CNC1=C2C(N(C(=NC2=CC=C1)C)C1C(NC(CC1)=O)=O)=O)CNC1=C2C(N(C(=NC2=CC=C1)C)C1C(NC(CC1)=O)=O)=O 3,3'-(((Pyridine-2,6-diylbis(methylene))bis(azanediyl))bis(2-methyl-4-oxoquinazoline-5,3(4H)-diyl))bis(piperidine-2,6-dione)